ClC1=C(C(=CC=C1)Cl)[C@@H]1[C@H](OC(O1)C)CNS(O)(=O)=O.FC(C(=O)N)=CC1=NC=CC=C1 2-fluoro-3-(pyridin-2-yl)acrylamide ((4R,5R)-5-(2,6-dichlorophenyl)-2-methyl-1,3-dioxolan-4-yl)methyl-sulfamate